C(#N)C=1C=C(C(=NC1OCC1=CC2=C(OC(O2)(F)F)C=C1)COC)C(=O)N1CCC(CC1)C(C)(C)NS(=O)(=O)C N-[1-[1-[5-cyano-6-[(2,2-difluoro-1,3-benzodioxol-5-yl)methoxy]-2-(methoxymethyl)pyridine-3-carbonyl]-4-piperidyl]-1-methyl-ethyl]methanesulfonamide